N-[5-[[(3S)-3-[(5-fluoropyrimidin-2-yl)methyl]-1-piperidinyl]methyl]thiazol-2-yl]acetamide FC=1C=NC(=NC1)C[C@H]1CN(CCC1)CC1=CN=C(S1)NC(C)=O